tert-butyl 3-(cyanomethyl)-1-(4-cyclobutylphenyl)-1,4,6,7-tetrahydro-5H-pyrazolo[4,3-c]pyridine-5-carboxylate C(#N)CC1=NN(C2=C1CN(CC2)C(=O)OC(C)(C)C)C2=CC=C(C=C2)C2CCC2